7-(benzo[b]thiophen-3-yl)-4-((1R,5S)-3,8-diazabicyclo[3.2.1]octan-3-yl)-2-(((S)-1-methylpyrrolidin-2-yl)methoxy)quinazoline S1C2=C(C(=C1)C1=CC=C3C(=NC(=NC3=C1)OC[C@H]1N(CCC1)C)N1C[C@H]3CC[C@@H](C1)N3)C=CC=C2